BrC=1C=2N(C(=CC1)C(C)(CC)O)N=CN2 2-(8-Bromo-[1,2,4]triazolo[1,5-a]pyridin-5-yl)-2-butanol